1-(6-amino-3-azabicyclo[3.1.1]hept-3-yl)-2-(methoxyimino)propane-1-one NC1C2CN(CC1C2)C(C(C)=NOC)=O